t-butylperoxyoleate C(C)(C)(C)OOC(CCCCCCC\C=C/CCCCCCCC)=O